tert-butyl [2-({N-[2-(4-methoxyphenyl)[1,2,4]triazolo[1,5-c]quinazolin-5-yl]-D-alanyl}amino)ethyl]methylcarbamate COC1=CC=C(C=C1)C1=NN2C(=NC=3C=CC=CC3C2=N1)N[C@H](C)C(=O)NCCN(C(OC(C)(C)C)=O)C